di-tert-butyl-4,4'-butylidenedi-m-cresol C(C)(C)(C)C1=C(C(=C(C(=C1)O)C(C)(C)C)C)C(CCC)C=1C(=CC(=CC1)O)C